CN1CC(CC1)(C(=O)OCCOCCOCCOCCOCC(COCCCCCCCC(OC(CCCCCCCC)CCCCCCCC)=O)OCCCCCCCC(=O)OC(CCCCCCCC)CCCCCCCC)C 2-[2-[2-[2-[2,3-bis[8-(1-octylnonoxy)-8-oxo-octoxy]propoxy]ethoxy]ethoxy]ethoxy]ethyl 1,3-dimethylpyrrolidine-3-carboxylate